4-(3-methoxybenzoyl)piperazin-2-one COC=1C=C(C(=O)N2CC(NCC2)=O)C=CC1